O.NC(C(=O)O)(CC)C 2-amino-2-methyl-butanoic acid hydrate